ethyl 3-piperidinate N1CC(CCC1)C(=O)OCC